3,3-difluoro-N,N-dimethyl-3-[3-[(3S)-3-methyl-2,3,4,5-tetrahydropyridin-6-yl]phenyl]propan-1-amine FC(CCN(C)C)(C1=CC(=CC=C1)C=1CC[C@@H](CN1)C)F